Methyl 3-(3-(cyclopropylsulfonamido)azetidin-1-yl)-2-(1H-pyrrol-1-yl)benzoate C1(CC1)S(=O)(=O)NC1CN(C1)C=1C(=C(C(=O)OC)C=CC1)N1C=CC=C1